(2R)-2-AMINO-2-(6-AMINO-5-FORMYL(3-PYRIDYL))PROPANOIC ACID N[C@](C(=O)O)(C)C=1C=NC(=C(C1)C=O)N